BrC=1C(=NC(=CC1)Cl)CN1CC2=CC=CC=C2C1 2-((3-bromo-6-chloropyridin-2-yl)methyl)isoindoline